6-methyl-N-(1-methylcyclopropyl)-5-[3-(oxetan-4-yl)-5h,6h,7h-pyrrolo[3,4-b]pyridine-6-carbonyl]furo[2,3-d]pyrimidin-4-amine CC1=C(C2=C(N=CN=C2NC2(CC2)C)O1)C(=O)N1CC2=NC=C(C=C2C1)C1CCO1